Cl.C(C1=CC=CC=C1)C1OCCN(C1)C1CNCC=2C=CC(=NC12)C(=O)O 8-(2-benzylmorpholino)-5,6,7,8-tetrahydro-1,6-naphthyridine-2-carboxylate hydrochloride